7-(benzylthio)isoquinolin-1(2H)-one C(C1=CC=CC=C1)SC1=CC=C2C=CNC(C2=C1)=O